C(=O)(OCC1=CC=CC=C1)N[C@@H](C)C(=O)N Cbz-L-alanine amide